ClC1=CC=C(C=C1)C1CCC=2SC(=C(C21)C(=O)N)NC(=O)[C@@H]2[C@@H](CCCC2)NS(=O)(=O)C (4-chlorophenyl)-2-[[(1S,2R)-2-(methanesulfonamido)cyclohexanecarbonyl]amino]-5,6-dihydro-4H-cyclopenta[b]thiophene-3-carboxamide